(Z)-N-(5-(benzylthio)-4H-1,2,4-triazol-3-yl)-5-((2-oxoindolin-3-ylidene)methyl)-1H-pyrrole-2-carboxamide C(C1=CC=CC=C1)SC=1NC(=NN1)NC(=O)C=1NC(=CC1)\C=C\1/C(NC2=CC=CC=C12)=O